5-iodo-[1,3]dioxolane IC1COCO1